2-(4-((2-(2,3-dihydrobenzo[b][1,4]dioxin-6-yl)pyrrolidin-1-yl)methyl)phenyl)pyrimidine O1C2=C(OCC1)C=C(C=C2)C2N(CCC2)CC2=CC=C(C=C2)C2=NC=CC=N2